FC(C=1C=C(CC2=C(C=O)C=CC=C2)C=C(C1)C(F)(F)F)(F)F 2-(3,5-bis-trifluoromethylbenzyl)-benzaldehyde